4-(2-bromoethyl)-N-[5-[(3,5-difluorophenyl)methyl]-1H-indazol-3-yl]benzamide BrCCC1=CC=C(C(=O)NC2=NNC3=CC=C(C=C23)CC2=CC(=CC(=C2)F)F)C=C1